N-methyl-nitroimidazole CN1C(=NC=C1)[N+](=O)[O-]